FC1=C(C(=C(C(=C1[B-](C1=C(C(=C(C(=C1F)F)F)F)F)(C1=C(C(=C(C(=C1F)F)F)F)F)C1=C(C(=C(C(=C1F)F)F)F)F)F)F)F)F.C(C)(C)[NH2+]C(C)C di-iso-propylammonium tetrakis(pentafluorophenyl)borate